C(=C)C1=CC(=NC=C1)C=CC(=O)N 4-vinylpyridine-acrylamide